C1(CC1)C1N(CCS(C1)(=O)=O)C1=CC2=C(C=N1)C(=NN2C)C2=C(C(=C(C(=C2)C(F)(F)F)F)O)F 3-Cyclopropyl-4-(3-(2,4-difluoro-3-hydroxy-5-(trifluoromethyl)phenyl)-1-methyl-1H-pyrazolo[4,3-c]pyridin-6-yl)thiomorpholine 1,1-dioxide